C(C)OC(C1=CC=C(C=C1)C1=NC(=NC(=N1)C(Cl)(Cl)Cl)C(Cl)(Cl)Cl)=O p-[4,6-Bis[trichloromethyl]-S-triazin-2-yl]benzoic acid ethyl ester